CC1=CC2=C(CN=C(C(=N2)C2=CC=CC=C2)C2=CC=CC=C2)C=C1 8-methyl-2,3-diphenyl-5H-1,4-benzodiazepine